methyl 3-[3-(benzotri-azol-2-yl)-5-tert-butyl-4-hydroxy-phenyl]propanoate N=1N(N=C2C1C=CC=C2)C=2C=C(C=C(C2O)C(C)(C)C)CCC(=O)OC